CN1CC(CCC1)NC(=O)C1=CC=2N=C(N=C(C2O1)N1CCOCC1)N1N=CC(=C1)C=1C=C(C=CC1)C N-(1-methylpiperidin-3-yl)-4-morpholino-2-(4-(m-tolyl)-1H-pyrazol-1-yl)furo[3,2-d]pyrimidine-6-carboxamide